ClC1=CC=CN2C(=CC(=C12)C(=O)NCC1(CC(CCC1)(F)F)O)CCOC 8-chloro-N-((3,3-difluoro-1-hydroxycyclohexyl)methyl)-3-(2-methoxyethyl)indolizine-1-carboxamide